5-[4-[(4-butyl-1-piperidinyl)methyl]-2-fluoro-6-hydroxy-phenyl]-1,1-dioxo-1,2,5-thiadiazolidin-3-one C(CCC)C1CCN(CC1)CC1=CC(=C(C(=C1)O)N1CC(NS1(=O)=O)=O)F